C1(=CC=CC=C1)\C=C(\C(=O)OC)/NC(C(C)(C)C)=O methyl (Z)-3-phenyl-2-pivalamidoacrylate